NC1=CC=C(C=N1)CON1C(C2=CC=CC=C2C1=O)=O 2-((6-Aminopyridin-3-yl)methoxy)isoindoline-1,3-dione